(1-(2-methoxyethoxy)propane) thulium [Tm].COCCOCCC